FC1=CC(=C(NC=2C3=C(N=CN2)SC(=N3)CO)C=C1)OC(C)C [7-(4-fluoro-2-isopropoxy-anilino)thiazolo[5,4-d]pyrimidin-2-yl]methanol